1-(8-(4-(Dimethoxymethyl)piperidin-1-yl)isoquinolin-4-yl)-3-(4-methoxybenzyl)dihydropyrimidine-2,4(1H,3H)-dione COC(C1CCN(CC1)C=1C=CC=C2C(=CN=CC12)N1C(N(C(CC1)=O)CC1=CC=C(C=C1)OC)=O)OC